1,3-dicyclohexyl-urea C1(CCCCC1)NC(=O)NC1CCCCC1